[C@H]12OC[C@H](N(C1)C1CCN(CC1)C1=C(C=C(C(=C1)OC)NC1=NC=NC(=C1)N1OCC[C@@H]1C1=CC(=C(C=C1)F)Cl)NC(C=C)=O)C2 N-(2-(4-((1R,4R)-2-oxa-5-azabicyclo[2.2.1]-heptane-5-yl)-piperidine-1-yl)-5-((6-((R)-3-(3-chloro-4-fluorophenyl)-isoxazolidine-2-yl)pyrimidine-4-yl)amino)-4-methoxyphenyl)acrylamide